P(OCCCCCCCC(C)C)([O-])[O-] isodecyl Phosphite